5-Amino-3-[4-[[(2-methoxybenzoyl)amino]methyl]phenyl]-1-(4-methylthiazol-2-yl)pyrazole-4-carboxamide NC1=C(C(=NN1C=1SC=C(N1)C)C1=CC=C(C=C1)CNC(C1=C(C=CC=C1)OC)=O)C(=O)N